ClC=1C=C(C=C(C1)F)[C@H]1[C@@H](CN(CC1)C(=O)C=1C=2N(C=CC1)C=NC2)NC([C@H](C(C)C)NC(C(F)(F)F)=O)=O (S)-N-((3S,4S)-4-(3-chloro-5-fluorophenyl)-1-(imidazo[1,5-a]pyridine-8-carbonyl)piperidin-3-yl)-3-methyl-2-(2,2,2-trifluoroacetamido)butanamide